N=C1N(S(C2=C1C=CC=C2)(=O)=O)CCCCCCCCC 3-Imino-2-nonyl-2,3-dihydrobenzo[d]isothiazole 1,1-dioxide